S1C(=CC=C1)C=1NC2=CC=CC=C2C1CC1=C(NC2=CC=CC=C12)C=1SC=CC1 Bis(2-(thiophen-2-yl)-1H-indole-3-yl)methane